3-(2-Amino-5,6-dimethyl-3-(4H-1,2,4-triazol-3-yl)-1H-pyrrolo[2,3-b]pyridin-1-yl)-2,4-dimethylphenol NC1=C(C=2C(=NC(=C(C2)C)C)N1C=1C(=C(C=CC1C)O)C)C1=NN=CN1